N-methylcyclohexane-1-carboxamide hydrochloride Cl.CNC(=O)C1CCCCC1